O=C1C=CC(=CN1C1=CC(=CC=C1)N1C(NC=C1)=O)C(=O)N 6-oxo-1-[3-(2-oxo-1H-imidazole-3-yl)phenyl]pyridine-3-carboxamide